(R)-methyl 2-aminobutyrate hydrogen chloride Cl.N[C@@H](C(=O)OC)CC